C(C)(C)(C)C1=CC=C(C=C1)NC1C2CC3(CC(CC1C3)C2)N N4-(4-(tert-butyl)phenyl)adamantane-1,4-diamine